3-((2-chloro-5-(ethoxymethyl)pyrimidin-4-yl)oxy)-9,10,11,12-tetrahydro-8H-[1,4]diazepino[5',6':4,5]thieno[3,2-f]quinoxalin-8-one ClC1=NC=C(C(=N1)OC1=NC=2C=CC3=C(C2N=C1)C1=C(S3)C(NCCN1)=O)COCC